N-(3-(2-(4-(2,3-Dichlorophenyl)piperazin-1-yl)ethyl)cyclobutyl)isoxazole-3-carboxamide ClC1=C(C=CC=C1Cl)N1CCN(CC1)CCC1CC(C1)NC(=O)C1=NOC=C1